N-([1,2,4]triazolo[4,3-a]pyridin-6-yl)-2-(4-((6-cyclopropylpyridin-2-yl)amino)-3-isopropyl-6-oxopyridazin-1(6H)-yl)acetamide N=1N=CN2C1C=CC(=C2)NC(CN2N=C(C(=CC2=O)NC2=NC(=CC=C2)C2CC2)C(C)C)=O